(2S)-2-methyl-1-(tetrahydrofuran-3-yl)piperazine bisTFA salt OC(=O)C(F)(F)F.OC(=O)C(F)(F)F.C[C@@H]1N(CCNC1)C1COCC1